1,2,3-trimethylpiperazine CN1C(C(NCC1)C)C